N1(N=CN=C1)C1=CC=C(C=C1)N1N=CN=C1 1,4-bis(1H-1,2,4-triazole-1-yl)benzene